2,2-dimethyl-3,6-dihydro-2H-pyran CC1(OCC=CC1)C